C(C)(C)OC=1C=CC(=NC1)O[C@H]1[C@@H](CN(CC1)C1=CC(N(C=2C=CC(=NC12)C#N)C)=O)C 8-((3R,4R)-4-((5-Isopropoxypyridin-2-yl)oxy)-3-methylpiperidin-1-yl)-5-methyl-6-oxo-5,6-dihydro-1,5-naphthyridin-2-carbonitril